FC1=C(C=CC(=C1)F)[C@@H]1NOCC1 (R)-3-(2,4-difluorophenyl)isoxazolidine